C(CCC)C(=CC1=CC=CC=C1)CCCC di-butylstyrene